Cl.C(CC)N propane-1-amine hydrochloride